4-(1-(tert-butoxycarbonyl)-4,4-difluoro-3-methylpiperidin-3-yl)pyridine 1-oxide C(C)(C)(C)OC(=O)N1CC(C(CC1)(F)F)(C)C1=CC=[N+](C=C1)[O-]